OC1=C(C=CC(=C1)C(F)(F)F)CN(C(=O)NCC1=CC=C(C=C1)OCC(C)C)C1CCN(CC1)C 1-{[2-hydroxy-4-(trifluoromethyl)phenyl]methyl}-1-(1-methylpiperidin-4-yl)-3-{[4-(2-methylpropyloxy)phenyl]methyl}urea